FC(C1=CC=C(C(=O)SC(CCCCCCCC)C2=C(C3=C(C=CC(=C3C(=C2)OC)OC)OC)OC)C=C1)(F)F 2-[1-(4-trifluoromethylbenzoyl)thio-nonyl]1,4,5,8-tetramethoxynaphthalene